4-methylpyrimidine-5-carboxamide CC1=NC=NC=C1C(=O)N